tert-butyl (2R,4S)-4-(3-bromo-4-cyano-5-(methylamino)-1H-pyrazol-1-yl)-2-(methoxymethyl)pyrrolidine-1-carboxylate BrC1=NN(C(=C1C#N)NC)[C@H]1C[C@@H](N(C1)C(=O)OC(C)(C)C)COC